5-(1-(1,3-difluoropropan-2-yl)-1H-benzo[d][1,2,3]triazol-6-yl)-6-fluoro-N-((3S,4R)-3-fluoro-1-(oxetan-3-yl)piperidin-4-yl)-4-methoxypyrrolo[2,1-f][1,2,4]triazin-2-amine FCC(CF)N1N=NC2=C1C=C(C=C2)C=2C(=CN1N=C(N=C(C12)OC)N[C@H]1[C@H](CN(CC1)C1COC1)F)F